5-ethyl-1-isopropyl-3,3-dimethyloctahydrobenzo[c]isoxazole C(C)C1CC2C(N(OC2(C)C)C(C)C)CC1